ethyl 2-(2-((5-(3-cyano-4-(pyridin-3-ylmethoxy)phenyl)-1-isopropyl-1H-indazol-3-yl)methoxy)phenyl)acetate C(#N)C=1C=C(C=CC1OCC=1C=NC=CC1)C=1C=C2C(=NN(C2=CC1)C(C)C)COC1=C(C=CC=C1)CC(=O)OCC